N[C@@](C(=O)O)(CCCCB(O)O)C1CC(C1)NCC1=CC=C(C2=CC=CC=C12)F (S)-2-amino-6-borono-2-((1S,3R)-3-((4-fluoronaphthalen-1-yl)methylamino)cyclobutyl)hexanoic acid